C(#N)C(C(=O)OCCCCCCC(C)C)=C isononyl 2-cyanoacrylate